ClC1=C(C(=CC=2N1N=CN2)C)CC2=CC=C(C=C2)SC 5-chloro-7-methyl-6-(4-(methylthio)benzyl)-[1,2,4]triazolo[1,5-a]pyridine